[2-(3,4-Dimethoxy-phenyl)-imidazo[1,2-a]pyridin-7-yl]-(2-fluoro-ethyl)-amine COC=1C=C(C=CC1OC)C=1N=C2N(C=CC(=C2)NCCF)C1